4-(dimethylamino)phenol CN(C1=CC=C(C=C1)O)C